N-(1-Cyanocyclopropyl)-9-(5-(difluoromethyl)-1,3,4-thiadiazol-2-yl)-4-(1-methyl-1,2,3,6-tetrahydropyridin-4-yl)-9H-pyrimido[4,5-b]indole-7-sulfonamide C(#N)C1(CC1)NS(=O)(=O)C1=CC=C2C3=C(N(C2=C1)C=1SC(=NN1)C(F)F)N=CN=C3C=3CCN(CC3)C